NC1=CC(=C2N(CCCCCC[C@](C3=NN=C(C1=N2)O3)(O)C(F)(F)F)C)S(=O)(=O)C |r| Racemic-17-amino-13-methyl-15-methylsulfonyl-6-(trifluoromethyl)-19-oxa-3,4,13,18-tetrazatricyclo[12.3.1.12,5]nonadeca-1(18),2,4,14,16-pentaen-6-ol